6,7-dichloro-5-(2,6-difluoro-3-methoxy-phenyl)-1,3-dihydro-1,4-benzodiazepine-2-Thione ClC1=C(C=CC2=C1C(=NCC(N2)=S)C2=C(C(=CC=C2F)OC)F)Cl